N1(N=NN=C1)C[C@H](C)OC=1C=C(C=CC1Cl)C=1C=NC(=NC1)NC=1C(=NN(C1)C1CCC(CC1)N1CCOCC1)OCCC1=NC=CC=N1 5-(3-(((S)-1-(1H-tetrazol-1-yl)propan-2-yl)oxy)-4-chlorophenyl)-N-(1-((1r,4r)-4-morpholinocyclohexyl)-3-(2-(pyrimidin-2-yl)ethoxy)-1H-pyrazol-4-yl)pyrimidin-2-amine